C1(=CC(=CC=C1)C1=NC(=NC=C1Cl)N[C@@H]1CC[C@H](CC1)N)C1=CC=CC=C1 trans-N1-(4-([1,1'-biphenyl]-3-yl)-5-chloropyrimidin-2-yl)cyclohexane-1,4-diamine